CNC(=O)C1=NC2=CC(=CC=C2C=N1)C1=CC=C2CCN(C2=C1)C(C=C)=O N-methyl-7-[1-(prop-2-enoyl)-2,3-dihydro-1H-indol-6-yl]quinazoline-2-carboxamide